2-(4-chloro-5-(2-methylcyclopropyl)-7H-pyrrolo[2,3-d]pyrimidin-7-yl)isonicotinic acid ClC=1C2=C(N=CN1)N(C=C2C2C(C2)C)C=2C=C(C(=O)O)C=CN2